3,7-Dimethyl-2-(piperidin-1-yl)-2,3-dihydro-4H-pyrido[1,2-d][1,2,4]triazin-4-one CN1N(C=C2N(C1=O)C=C(C=C2)C)N2CCCCC2